1-Methyl-7-(prop-1-en-2-yl)-1H,4H,5H-imidazo[4,5-d]pyridazine-4-one CN1C=NC2=C1C(=NNC2=O)C(=C)C